C(C)OC=1C(=NC(=CC1)C)C(=O)N1[C@@H]2[C@@H](C[C@H](C1)C2)OC2=NC=C(C=C2)C(F)(F)F (3-ethoxy-6-methylpyridin-2-yl)((1S,4R,6R)-6-((5-(trifluoromethyl)pyridin-2-yl)oxy)-2-azabicyclo[2.2.1]heptan-2-yl)methanone